(6-(2-(6-methylnicotinoyl)hydrazine-1-carbonyl)spiro[3.3]hept-2-yl)carbamic acid tert-butyl ester C(C)(C)(C)OC(NC1CC2(C1)CC(C2)C(=O)NNC(C2=CN=C(C=C2)C)=O)=O